ClC1=C(COC2=CC=CC3=C2C(=C(O3)C)C(=O)N(C)C)C(=CC=C1)F ((2-chloro-6-fluorobenzyl)oxy)-N,N,2-trimethylbenzofuran-3-carboxamide